C1(=CC=CC=C1)C1=C(C=CC=C1)N=C=O 2-(phenyl)phenyl isocyanate